Thiazole-2-ylmethylamine hydrochloride Cl.S1C(=NC=C1)CN